6-(2-chloro-5-methoxyphenyl)-5-(2,6-difluorophenyl)-4-ethyl-2-methyl-3(2H)-pyridazinone ClC1=C(C=C(C=C1)OC)C=1C(=C(C(N(N1)C)=O)CC)C1=C(C=CC=C1F)F